1-benzyl-4-methoxycarbonyl-1,2,3,6-tetrahydropyridine C(C1=CC=CC=C1)N1CCC(=CC1)C(=O)OC